FC=1C=C(C(=NC1)O)N1N=C(N=C1)C(=O)O 1-(5-Fluoro-2-hydroxy-3-pyridinyl)-1,2,4-triazole-3-carboxylic acid